FC(C(C(=O)O)(C)C)(F)F 3,3,3-trifluoro-2,2-dimethyl-propionic acid